3-(4-((4-methylpiperazin-1-yl)methyl)-1-oxoisoindolin-2-yl)piperidine-2,6-dione CN1CCN(CC1)CC1=C2CN(C(C2=CC=C1)=O)C1C(NC(CC1)=O)=O